methanonaphtho[1,8-ab]heptalene C=12C3=CC=CC4=C3C(=CC=C3C=CC=CC=C43)CC1C2